[4-[4-[(2,6-dioxo-3-piperidinyl)amino]phenyl]-1-piperidinyl]-3,4-dihydro-1H-isoquinoline-2-carboxylic acid tert-butyl ester C(C)(C)(C)OC(=O)N1C(C2=CC=CC=C2CC1)N1CCC(CC1)C1=CC=C(C=C1)NC1C(NC(CC1)=O)=O